rel-(R)-1-(3-(4-amino-7-ethyl-5-(4-(pyrimidin-2-yloxy)phenyl)-7H-pyrrolo[2,3-d]pyrimidin-6-yl)pyrrolidin-1-yl)prop-2-en-1-one NC=1C2=C(N=CN1)N(C(=C2C2=CC=C(C=C2)OC2=NC=CC=N2)[C@H]2CN(CC2)C(C=C)=O)CC |o1:23|